O[C@@]1([C@@H](CC[C@H](C1)C)C(C)C)C(=O)NCC(C1=CC(=CC=C1)CO)O (1s,2s,5r)-1-hydroxy-N-(2-hydroxy-2-(3-(hydroxymethyl)phenyl)ethyl)-2-isopropyl-5-methylcyclohexane-1-carboxamide